CC1=NNC(=C1C)C 3,4,5-trimethylpyrazol